COC1=C(C(=C2C(=N1)N=CS2)OC)C2=CNC1=NC(=CC=C12)NC(=O)[C@@H]1[C@H](C1)CN1CCN(CC1)C (1S,2S)-N-(3-(5,7-dimethoxythiazolo[4,5-b]pyridin-6-yl)-1H-pyrrolo[2,3-b]pyridin-6-yl)-2-((4-methylpiperazin-1-yl)methyl)cyclopropane-1-carboxamide